(3aR,5s,6aS)-2-(((R)-1,4-dioxan-2-yl)methyl)-N-(6-(2,3,5-trifluorophenyl)pyridazin-3-yl)octahydrocyclopenta[c]pyrrol-5-amine O1[C@@H](COCC1)CN1C[C@@H]2[C@H](C1)CC(C2)NC=2N=NC(=CC2)C2=C(C(=CC(=C2)F)F)F